(8-bromo-2-cyclopropylimidazo[1,2-a]pyridin-3-yl)(3,4,5-trifluorophenyl)methanone BrC=1C=2N(C=CC1)C(=C(N2)C2CC2)C(=O)C2=CC(=C(C(=C2)F)F)F